CC1=NOC(=C1)C1=CC=C(CNC2=NC=CN=C2)C=C1 N-(4-(3-methylisoxazol-5-yl)benzyl)pyrazin-2-amine